Tert-butyl (2R)-2-[[2-bromo-4-(cyclopropanecarbonylamino)phenoxy]methyl]piperidine-1-carboxylate BrC1=C(OC[C@@H]2N(CCCC2)C(=O)OC(C)(C)C)C=CC(=C1)NC(=O)C1CC1